CC(C)[C@H](C(C#C)=O)NC(OC(C)(C)C)=O tert-butyl (R)-(2-methyl-4-oxohex-5-yn-3-yl)carbamate